C1(CC1)C=1C(=CC(=C(C1)CO)OCC)S(=O)(=O)C (5-cyclopropyl-2-ethoxy-4-(methylsulfonyl)phenyl)methanol